Cl.C1(CC1)[C@@H](N)C1=CC(=C(C=C1)F)OCC1CC1 (R)-cyclopropyl-(3-(cyclopropylmethoxy)-4-fluorophenyl)methanamine hydrochloride